3,3-difluoro-1-cyclopentylamine FC1(CC(CC1)N)F